ClC=1C=C(C(=O)N[C@@H](C)C2=NC=NN2C2=NC=C(C=C2)C=NOC)C=C(C1)C(F)(F)F 3-chloro-N-[(1S)-1-(1-{5-[(methoxyimino)methyl]pyridin-2-yl}-1H-1,2,4-triazol-5-yl)ethyl]-5-(trifluoromethyl)benzamide